BrC=1C=C(C=C(C1)F)C(C(=O)O)C(F)F 3-bromo-β,β,5-trifluoro-phenylpropionic acid